NC1=NNC(=C1)C1=CC=C(C(=O)NCC2=CC=C(C=C2)C(F)(F)F)C=C1 4-(3-amino-1H-pyrazol-5-yl)-N-[4-(trifluoromethyl)benzyl]benzamide